2-(2-(5-(4,4,5,5-tetramethyl-1,3,2-dioxaborolan-2-yl)-1H-indazol-1-yl)ethyl)isoindoline-1,3-dione CC1(OB(OC1(C)C)C=1C=C2C=NN(C2=CC1)CCN1C(C2=CC=CC=C2C1=O)=O)C